C(C)(C)(C)N1C([C@H](CCC1=O)C1=CC=C(C=C1)N1CCC(CC1)CNC1CCNCC1)=O |r| tert-butyl-rac-(R)-3-(4-(4-((piperidin-4-ylamino)methyl)piperidin-1-yl)phenyl)piperidine-2,6-dione